2-ethyl-hexyl-4'-phenyl-benzophenone C(C)C(CC1=C(C(=O)C2=CC=C(C=C2)C2=CC=CC=C2)C=CC=C1)CCCC